Methyl 3-((1-(3-((S)-4-benzyl-2-oxooxazolidin-3-yl)-5-methylphenyl)ethyl)amino)-6-chloropicolinate C(C1=CC=CC=C1)[C@@H]1N(C(OC1)=O)C=1C=C(C=C(C1)C)C(C)NC=1C(=NC(=CC1)Cl)C(=O)OC